COC(=O)C1=CC=C2C(=N1)NC=C2.FC2=C(C=CC(=C2)C(F)(F)F)COC2CN(C2)C(=O)N2CC(CC2)N2N=CN=C2 [3-[[2-Fluoro-4-(trifluoromethyl)phenyl]methoxy]azetidin-1-yl]-[3-(1,2,4-triazol-1-yl)pyrrolidin-1-yl]methanone methyl-1H-pyrrolo[2,3-b]pyridine-6-carboxylate